rel-(R)-6-(4-tert-butyl-5-chloro-2-methyl-phenyl)-1-methylimino-1-oxo-2,3,4,5-tetrahydrothiopyrano[3,2-b]pyridin-8-one C(C)(C)(C)C1=CC(=C(C=C1Cl)C1=CC(C2=C(N1)CCC[S@]2(=O)=NC)=O)C |o1:20|